N-[5-(2,6-difluoro-4-methoxyphenyl)-1-methyl-3-oxo-2-{6-[(3R,5S)-3,4,5-trimethylpiperazin-1-yl]pyridin-2-yl}-2,3-dihydro-1H-pyrazol-4-yl]-4-(difluoromethoxy)benzamide FC1=C(C(=CC(=C1)OC)F)C1=C(C(N(N1C)C1=NC(=CC=C1)N1C[C@H](N([C@H](C1)C)C)C)=O)NC(C1=CC=C(C=C1)OC(F)F)=O